O=C1C(CC=C1)NC(OCC1=CC=CC=C1)=O benzyl (2-oxocyclopent-3-en-1-yl)carbamate